C(C)(=O)NCC1=CC(=C(C=C1)C1=CN=C(S1)[C@@H]1CC[C@H](CC1)NC(OC(C)C)=O)S(NC(C)(C)C)(=O)=O isopropyl (trans-4-(5-(4-(acetamidomethyl)-2-(N-(tert-butyl)sulfamoyl)phenyl)thiazol-2-yl)cyclohexyl)carbamate